(dodecyl)triphenylphosphine C(CCCCCCCCCCC)C1=C(C=CC=C1)P(C1=CC=CC=C1)C1=CC=CC=C1